2-Fluoro-N-[4-[(E)-3-[4-[2-hydroxyethyl(methyl)amino]phenyl]prop-2-enoyl]phenyl]-3-(trifluoromethyl)benzamide FC1=C(C(=O)NC2=CC=C(C=C2)C(\C=C\C2=CC=C(C=C2)N(C)CCO)=O)C=CC=C1C(F)(F)F